N-[(3R,5S)-1-(8-cyanoquinoxalin-5-yl)-5-methylpiperidin-3-yl]-2-(1-methylpiperidin-4-yl)acetamide C(#N)C=1C=CC(=C2N=CC=NC12)N1C[C@@H](C[C@@H](C1)C)NC(CC1CCN(CC1)C)=O